FC(OC=1C=C(OC=2NC3=C(NCCNC3=O)N2)C=CC1)(F)F 2-[3-(trifluoromethoxy)phenoxy]-1H,4H,5H,6H,7H,8H-imidazo[4,5-e][1,4]diazepin-8-one